C1(CC1)C([C@@H](C(=O)NC1=CC=C(C=C1)C=1C(=NNC1C)C)NC(=O)C=1N(N=CC1)[C@H]([C@H](C)O)C)C1CC1 |&1:29,30| N-[(1S)-1-(dicyclopropylmethyl)-2-[4-(3,5-dimethyl-1H-pyrazol-4-yl)anilino]-2-oxo-ethyl]-2-[(1S,2S) and (1R,2R)-2-hydroxy-1-methyl-propyl]pyrazole-3-carboxamide